(3R)-3-(9H-Fluoren-9-ylmethoxycarbonylamino)hex-5-ynoic acid C1=CC=CC=2C3=CC=CC=C3C(C12)COC(=O)N[C@@H](CC(=O)O)CC#C